2-Amino-9-((2R,3R,5S)-3-hydroxy-5-(hydroxymethyl)tetrahydrofuran-2-yl)-7-((1-(trifluoromethyl)cyclopropyl)methyl)-7,9-dihydro-1H-purine-6,8-dione NC=1NC(C=2N(C(N(C2N1)[C@@H]1O[C@@H](C[C@H]1O)CO)=O)CC1(CC1)C(F)(F)F)=O